(S)-2-amino-1-(3-((5-chloropyrimidin-2-yl)amino)-8,8-dimethyl-2-(3,4,5-trifluorophenyl)-5,6-dihydroimidazo[1,2-a]pyrazin-7(8H)-yl)propan-1-one N[C@H](C(=O)N1C(C=2N(CC1)C(=C(N2)C2=CC(=C(C(=C2)F)F)F)NC2=NC=C(C=N2)Cl)(C)C)C